1-(2-(2-fluorobenzyl-(propargyl)amino)ethyl)-2-methyl-3-hydroxypyridin FC1=C(CN(CCN2C(C(=CC=C2)O)C)CC#C)C=CC=C1